3-(5-(methyl(phenyl)amino)-[1,2,4]triazolo[4,3-a]quinazolin-8-yl)prop-2-yn-1-ol CN(C1=NC=2N(C3=CC(=CC=C13)C#CCO)C=NN2)C2=CC=CC=C2